3-(trifluoromethyl)-2-((R)-3-(((2R,3R,4R,5s)-3,4,5-tris(benzyloxy)-2-methylpiperidin-1-yl)methyl)piperidin-1-yl)pyridine FC(C=1C(=NC=CC1)N1C[C@H](CCC1)CN1[C@@H]([C@H]([C@@H]([C@H](C1)OCC1=CC=CC=C1)OCC1=CC=CC=C1)OCC1=CC=CC=C1)C)(F)F